C(#N)C=1C(=CC(=NC1)NC(N(C)C1=NC(=C(C=C1)CN1C(CN(CC1)C)=O)C=O)=O)N1CC(CC1)(C)O 3-(5-cyano-4-(3-hydroxy-3-methylpyrrolidin-1-yl)pyridin-2-yl)-1-(6-formyl-5-((4-methyl-2-oxopiperazin-1-yl)methyl)pyridin-2-yl)-1-methylurea